N-[(2-benzyl-3,3a,4,5,6,6a-hexahydro-1H-cyclopenta[c]pyrrol-4-yl)methyl]-6-(2,4-dimethylpyrazol-3-yl)pyridazin-3-amine C(C1=CC=CC=C1)N1CC2C(C1)C(CC2)CNC=2N=NC(=CC2)C=2N(N=CC2C)C